C1=CCCC=CCC1.[Cu+] copper (I) 1,5-cyclooctadiene